p-nitrophenyl-iodoacetic acid [N+](=O)([O-])C1=CC=C(C=C1)C(C(=O)O)I